C(C)(C)(C)OC(=O)N1[C@@H](C[C@@H](CC1)O)CC#N (2R,4R)-2-(cyanomethyl)-4-hydroxypiperidine-1-carboxylic acid tert-butyl ester